nickel-nickel iron oxide [O-2].[Fe+2].[Ni+2].[Ni+2].[O-2].[O-2]